ClC1=C(C(=O)NC2=C3C=NN(C3=CC=C2)C=2N=CSC2)C=C(C=C1)CNC(C(C)(C)C)=O 2-chloro-5-{[(2,2-dimethylpropionyl)amino]methyl}-N-[1-(1,3-thiazol-4-yl)-1H-indazol-4-yl]benzamide